5-Hydroxymethylfuraldehyde C1=C(OC(=C1)C=O)CO